C(CCCCCCC\C=C/CCCCCCCC)(=O)ON(CCN(OC(CCCCCCC\C=C/CCCCCCCC)=O)OC(CCCCCCC\C=C/CCCCCCCC)=O)OC(CCCCCCC\C=C/CCCCCCCC)=O Ethylenediamine tetraoleate